P(=O)(OC[C@H]1O[C@@]([C@@H]([C@@H]1O)O)(C#N)C1=CC=C2C(=NC=NN21)N)(OC[C@@H](COCCCCCCCCCCCCCCCCC)OCC2=CC=C(C=C2)OC)O ((2R,3s,4R,5R)-5-(4-aminopyrrolo[2,1-f][1,2,4]triazin-7-yl)-5-cyano-3,4-dihydroxytetrahydrofuran-2-yl)methyl ((R)-3-(heptadecyloxy)-2-((4-methoxybenzyl)oxy)propyl) hydrogen phosphate